ethyl 3-(1-(4-chlorobenzyl)-5-isopropyl-1H-pyrrolo[2,3-b]pyridin-2-yl)-2,2-dimethylpropanoate ClC1=CC=C(CN2C(=CC=3C2=NC=C(C3)C(C)C)CC(C(=O)OCC)(C)C)C=C1